[Si](C)(C)(C(C)(C)C)OCC1=CC2=NC=CC(=C2S1)C=1C=C(C=C2CCCN(C12)[C@@H]1C[C@H](C1)NC(OC(C)(C)C)=O)Cl trans-tert-butyl (3-(8-(2-(((tert-butyldimethylsilyl)oxy)methyl)thieno[3,2-b]pyridin-7-yl)-6-chloro-3,4-dihydroquinolin-1(2H)-yl)cyclobutyl)carbamate